(cis)-4,4-difluoro-3,5-dimethylpiperidine hydrochloride Cl.FC1([C@@H](CNC[C@@H]1C)C)F